Benzyl 6-((6-(methoxycarbonyl)-2-(pyrrolidin-1-yl) pyrimidin-4-yl) amino)-2-azaspiro[3.3]heptane-2-carboxylate COC(=O)C1=CC(=NC(=N1)N1CCCC1)NC1CC2(CN(C2)C(=O)OCC2=CC=CC=C2)C1